[Cl-].[Cl-].CC(CP(CC(C)C)CC[Ti+2]C1C(=C(C(=C1C)C)C)C)C (bis(2-methyl-propyl)phosphino)ethyl-tetramethylcyclopentadienyl-titanium dichloride